FC1=CC2=C(N(C(=N2)NC=2OC3=C(N2)C=C(C=C3)C(=O)O)C)C=C1 2-[(5-fluoro-1-methyl-1H-1,3-benzodiazol-2-yl)amino]-1,3-benzoxazole-5-carboxylic acid